FC1=C(C=C(C=C1)C=1C=C2CC(C(C2=CC1)NC(O[C@@H]1CN2CCC1CC2)=O)(C)C)C (S)-quinuclidin-3-yl (5-(4-fluoro-3-methylphenyl)-2,2-dimethyl-2,3-dihydro-1H-inden-1-yl)carbamat